biuret-piperazine salt N1CCNCC1.NC(=O)NC(=O)N